(R)-3-(4-Fluorophenyl)pyrrolidine, hydrochloride Cl.FC1=CC=C(C=C1)[C@@H]1CNCC1